ClCC1(CO1)C 3-chloro-2-methyl-1,2-epoxypropane